(S)-6-ethoxy-N-(3-(1-((2-ethyl-2H-pyrazolo[3,4-b]pyrazin-6-yl)amino)ethyl)phenyl)nicotinamide C(C)OC1=NC=C(C(=O)NC2=CC(=CC=C2)[C@H](C)NC=2C=NC=3C(N2)=NN(C3)CC)C=C1